C(C)C1=C(C=C(C(=C1)C(C)C)N)N 4-ethyl-6-isopropyl-m-phenylenediamine